triethyl-triallylcyclotrisiloxane C(C)[Si]1(O[Si](O[Si](O1)(CC=C)CC)(CC=C)CC)CC=C